6-(4-(4-isopropylpiperazin-1-yl)phenyl)-1-methyl-N-(2-morpholinoethyl)-2-(oxetan-3-yl)-1H-benzo[d]imidazol-4-amine C(C)(C)N1CCN(CC1)C1=CC=C(C=C1)C=1C=C(C2=C(N(C(=N2)C2COC2)C)C1)NCCN1CCOCC1